NC1=NC=C(C2=C1C(=C(S2)C=2CCN(CC2)C(=O)OC(C)(C)C)C2=CC(=C(C=C2)OC2=NC=CC(=N2)C)F)Br tert-butyl 4-(4-amino-7-bromo-3-(3-fluoro-4-((4-methylpyrimidin-2-yl)oxy)phenyl)thieno[3,2-c]pyridin-2-yl)-3,6-dihydropyridine-1(2H)-carboxylate